1,4-oxazepane-2-carboxylic acid O1C(CNCCC1)C(=O)O